BrCCCC1=CC(=CC=C1)CCCBr m-bis(3-bromopropyl)benzene